2-amino-3-methyl-N-((1R)-1-(tetrahydro-2H-pyran-4-yl)ethyl)-N-((5-(trifluoromethyl)-2-pyridinyl)methyl)-6-quinolinecarboxamide NC1=NC2=CC=C(C=C2C=C1C)C(=O)N(CC1=NC=C(C=C1)C(F)(F)F)[C@H](C)C1CCOCC1